N-[(3R,4R)-4-[4-(2-hydroxy-3-methoxybenzoyl)benzamido]pyrrolidin-3-yl]pyridine-4-carboxamide OC1=C(C(=O)C2=CC=C(C(=O)N[C@H]3[C@@H](CNC3)NC(=O)C3=CC=NC=C3)C=C2)C=CC=C1OC